4-bromobenzo[2,3-D]furan BrC1=CC=CC2=C1C=CO2